ClC1=CC=C(C=C1)NC(=O)C1CC2(C1)CC(C2)C2=CC=NC1=CC=CC=C21 (±)-N-(4-chlorophenyl)-6-(quinolin-4-yl)spiro[3.3]heptane-2-carboxamide